3,6-dibromo-9,10-dibenzyloxy-2,7-bis((4-butoxyphenyl)ethynyl)phenanthrene BrC=1C(=CC=2C(=C(C3=CC(=C(C=C3C2C1)Br)C#CC1=CC=C(C=C1)OCCCC)OCC1=CC=CC=C1)OCC1=CC=CC=C1)C#CC1=CC=C(C=C1)OCCCC